2,3-bis[(4-methylbenzoyl)oxy]succinic acid CC1=CC=C(C(=O)OC(C(=O)O)C(C(=O)O)OC(C2=CC=C(C=C2)C)=O)C=C1